C(C)(C)C=1C=C2C(=NNC2=CC1C=1C=C(C=2N(C1)N=CN2)C)C2CCC(CC2)N2CC1(CCOC1)CC2 7-(4-(5-isopropyl-6-(8-methyl-[1,2,4]triazolo[1,5-a]pyridin-6-yl)-1H-indazol-3-yl)cyclohexyl)-2-oxa-7-azaspiro[4.4]nonane